OC1=C(C(=NC=C1)C#N)OC(C)C hydroxy-3-isopropoxypyridine-2-carbonitrile